(2'R)-2'-Deoxy-6-O-ethyl-2'-fluoro-2'-methylguanosine C(C)OC=1C=2N=CN([C@H]3[C@]([C@H](O)[C@@H](CO)O3)(C)F)C2N=C(N1)N